N[C@@H](C(=O)O)CC1=CC=C(C=C1)NC(=O)N (R)-2-amino-3-(4-ureidophenyl)propanoic acid